dicyclohexyl-((1,1':3',1''-terphenyl)-5'-yl)phosphonium tetrafluoroborate F[B-](F)(F)F.C1(CCCCC1)[PH+](C=1C=C(C=C(C1)C1=CC=CC=C1)C1=CC=CC=C1)C1CCCCC1